OC[C@H]1N(CCCCC1)C(=O)OC(C)(C)C tert-Butyl (S)-2-(hydroxymethyl)azepane-1-carboxylate